S1C(=CC2=C1C=CC=C2)C2=NC=CC=C2 (benzothiophenyl)pyridine